C1=CC=CC=2C3=CC=CC=C3C(C12)COC(=O)N[C@H](C(=O)O)CC1=CC=NC=C1 (2S)-2-[9H-fluoren-9-ylmethoxycarbonylamino]-3-pyridin-4-yl-propionic acid